dipotassium indolecarboxylate N1C(=CC2=CC=CC=C12)C(=O)[O-].[K+].[K+].N1C(=CC2=CC=CC=C12)C(=O)[O-]